tert-butyl 3-(1-methyl-1H-pyrazol-4-yl)azetidine-1-carboxylate CN1N=CC(=C1)C1CN(C1)C(=O)OC(C)(C)C